spiro[fluorene-9,9'-xanthene]-3-yl-boronic acid C1=CC=CC=2OC3=CC=CC=C3C3(C12)C1=CC=CC=C1C=1C=C(C=CC13)B(O)O